zirconium (IV) N-butoxide [O-]CCCC.[Zr+4].[O-]CCCC.[O-]CCCC.[O-]CCCC